C(C)OC=CC(C(F)F)=O 4-ethoxy-1,1-difluoro-but-3-en-2-one